ClC1=NC=C(C(=N1)NCC1CCCC1)C(=O)N 2-chloro-4-[(cyclopentyl-methyl)amino]pyrimidin-5-carboxamide